4,4'-diiodomethylenebiphenyl IC=C1C=CC(C=C1)=C1C=CC(C=C1)=CI